(±)-trans-Methyl 2-(((6-(5-(aminomethyl)-1-methyl-1H-1,2,3-triazol-4-yl)-2-methylpyridin-3-yl)oxy)methyl)cyclobutanecarboxylate NCC1=C(N=NN1C)C1=CC=C(C(=N1)C)OC[C@H]1[C@@H](CC1)C(=O)OC |r|